4-isocyanato-3,5-dimethylcyclohexane N(=C=O)C1C(CCCC1C)C